The molecule is a tetracyclic triterpenoid that is 4,9-cyclo-9,10-secocholesta-5,24-diene substituted by methyl groups at positions 9beta, 10, and 14, and by hydroxy groups at positions 1 and 11alpha. It has a role as a plant metabolite. It is a tetracyclic triterpenoid, a secondary alcohol and a diol. It derives from a cucurbitadienol. It derives from a hydride of a cucurbitane. C[C@H](CCC=C(C)C)[C@H]1CC[C@@]2([C@@]1(C[C@H]([C@@]3([C@H]2CC=C4[C@H]3CC[C@@H](C4(C)C)O)C)O)C)C